2-amino-7-(3-fluorobenzyl)-9-((2r,3r,5s)-3-hydroxy-5-(hydroxymethyl)tetrahydrofuran-2-yl)-7,9-dihydro-1H-purine-6,8-dione NC=1NC(C=2N(C(N(C2N1)[C@@H]1O[C@@H](C[C@H]1O)CO)=O)CC1=CC(=CC=C1)F)=O